N-(4-cyano-3-(1H-1,2,3-triazol-1-yl)thiophen-2-yl)-2-(2-oxo-6-(trifluoromethyl)quinolin-1(2H)-yl)acetamide C(#N)C=1C(=C(SC1)NC(CN1C(C=CC2=CC(=CC=C12)C(F)(F)F)=O)=O)N1N=NC=C1